(R)-9-methyl-6-oxo-N-(2-sulfamoyl-4-(tetrahydro-2H-pyran-4-yl)phenyl)-6,7,8,9-tetrahydropyrido[3',2':4,5]pyrrolo[1,2-a]pyrazine-2-carboxamide C[C@@H]1CNC(C=2N1C1=C(C2)C=CC(=N1)C(=O)NC1=C(C=C(C=C1)C1CCOCC1)S(N)(=O)=O)=O